(4-((2-fluoro-4-(4-(trifluoromethyl)piperidin-1-yl)phenyl)amino)benzyl)-5-oxopyrrolidine-3-carboxamide FC1=C(C=CC(=C1)N1CCC(CC1)C(F)(F)F)NC1=CC=C(CN2CC(CC2=O)C(=O)N)C=C1